C(=O)(O)[C@@H](CC=1C=C(C=CC1)C([2H])([2H])N(CC=1C=C(C=CC1)C[C@H](C(=O)O)[C@@H]1CNCC1)CC=1C=C(C=CC1)C[C@H](C(=O)O)[C@@H]1CNCC1)[C@@H]1CNCC1 (2S,2'S)-3,3'-(((((3-((S)-2-carboxy-2-((R)-pyrrolidin-3-yl)ethyl)phenyl)methyl-d2)azanediyl)bis(methylene))bis(3,1-phenylene))bis(2-((R)-pyrrolidin-3-yl)propanoic acid)